FC(C(=O)O)(F)F.FC1=C(C=CC(=C1)F)S(=O)(SC=1C(=NC=C(C1)C=1C=C2C(=NC=NC2=CC1)N1CCNCC1)OC)=O S-(2-methoxy-5-(4-(piperazin-1-yl)quinazolin-6-yl)pyridin-3-yl) 2,4-difluorobenzenesulfonothioate trifluoroacetate